C(C)(C)(C)OC(=O)NNC1CCN(CC1)C(=O)O.C(C)(=O)OCC ethyl acetate 4-(2-(tert-Butoxycarbonyl)hydrazino)piperidine-1-carboxylate